C(C)(C)(C)OC(=O)N1CC2=C(CC1)C=C(S2)C(=O)O 6-tert-Butoxycarbonyl-5,7-dihydro-4H-thieno[2,3-c]pyridine-2-carboxylic acid